O=C(C(=O)[O-])CCC(=O)[O-].[Ca+2].NC=1C2=C(N=CN1)N(C=C2I)[C@H]2[C@@H]([C@@H]([C@H](O2)CO)S(=C(O)O[C@H]2[C@@H](O[C@@H]([C@H]2O)CO)N2C(=O)N=C(N)C(=C2)CO)CC)F 5-hydroxymethyl-cytidine O-((2R,3R,4S,5R)-5-(4-amino-5-iodo-7H-pyrrolo[2,3-d]pyrimidin-7-yl)-4-fluoro-2-(hydroxymethyl)tetrahydrofuran-3-yl)S-ethylthiocarbonate calcium α-ketoglutarate